BrC=1C(=CC2=C(N(C(N2CC2=NC=C(C=C2)C=2OC(=NN2)C(F)F)=O)[C@H]2CN(CCC2)C(=O)OC(C)(C)C)C1)F tert-butyl (R)-3-(6-bromo-3-((5-(5-(difluoromethyl)-1,3,4-oxadiazole-2-yl)pyridine-2-yl)methyl)-5-fluoro-2-oxo-2,3-dihydro-1H-benzo[d]imidazole-1-yl)piperidine-1-carboxylate